C(C)OC([C@H]([C@H]([C@@H]([C@H](C=O)O)O)O)O)=O D-glucuronic acid ethyl ester